C(CCC)C(C(=O)OCCCCCCN(CCCCCCOC(C(CCCCCC)CCCC)=O)CCCl)CCCCCC ((2-chloroethyl)azanediyl)bis(hexane-6,1-diyl) bis(2-butyloctanoate)